N1CC(N=CC=C1)=O [1,4]diazepin-3(1H)-one